1-[6-(2-methylbenzoyl)-9-ethylcarbazol-3-yl]-(3-cyclopentyl)-propan-1-one CC1=C(C(=O)C=2C=C3C=4C=C(C=CC4N(C3=CC2)CC)C(C(C)C2CCCC2)=O)C=CC=C1